C(CCCCCCCCCCC)N.P(=O)(OCCCC)(O)O n-butyl phosphate dodecylamine salt